C(C)OC(\C=C\C=1C(=NC(=C(C1)F)NS(=O)(=O)C1=CNC2=CC(=CC=C12)Cl)F)=O.ClC1=CC=C2C(=CNC2=C1)S(=O)(=O)NC1=C(C=C(C(=C1)F)OCC(F)F)F 6-chloro-N-[4-(2,2-difluoroethoxy)-2,5-difluorophenyl]-1H-indole-3-sulfonamide ethyl-(2E)-3-(6-{[(6-chloro-1H-indol-3-yl)sulfonyl]amino}-2,5-difluoropyridin-3-yl)prop-2-enoate